OCC(C(C)C)NC(=O)C=1C=CC=2N(C3=CC=C(C=C3C2C1)C)C1=CC=C(C=C1)C(F)(F)F N-(1-hydroxy-3-methylbutan-2-yl)-6-methyl-9-[4-(trifluoromethyl)phenyl]-9H-carbazole-3-carboxamide